triethanol gallium [Ga].C(C)O.C(C)O.C(C)O